C(#N)C1=CC=C(C=C1)NC(=O)N[C@@H]1C(N(C[C@H]1C1=C(C=C(C=C1F)OC)F)CCO)=O |o1:12,16| (-)-1-(4-cyanophenyl)-3-[(3S*,4R*)-4-(2,6-difluoro-4-methoxyphenyl)-1-(2-hydroxyethyl)-2-oxopyrrolidin-3-yl]urea